ethyl 5-amino-2-(3-aminopyridazin-4-yl)-6-(5-methyl-1-(tetrahydro-2H-pyran-2-yl)-1H-indazol-4-yl)pyrimidine-4-carboxylate NC=1C(=NC(=NC1C1=C2C=NN(C2=CC=C1C)C1OCCCC1)C1=C(N=NC=C1)N)C(=O)OCC